C1(=CC2=CC=C3C=CC4=CC=C5C=CC6=CC=C1C1=C6C5=C4C3=C21)B(O)O coronen-1-ylboronic acid